6-(((5'S,7a'R)-5'-(3,5-difluorophenyl)-3-methyl-3'-oxotetrahydro-3'H-spiro[cyclobutane-1,2'-pyrrolo[2,1-b]oxazol]-3-yl)oxy)pyrimidine-4-carboxamide FC=1C=C(C=C(C1)F)[C@@H]1CC[C@H]2OC3(C(N21)=O)CC(C3)(C)OC3=CC(=NC=N3)C(=O)N